C(=C)[Si](O[Si](C)(C)C)(C)C=C Divinyl-tetramethyldisiloxan